C1(CCC1)CN(C(OC(C)(C)C)=O)[C@H]1CN(CCC1)C1=CC(N(C=C1)CN1N=NC(=C1)C=1C=NC=C(C1)OC)=O tert-butyl N-(cyclobutylmethyl)-N-[(3R)-1-[1-[[4-(5-methoxy-3-pyridyl)triazol-1-yl]methyl]-2-oxo-4-pyridyl]-3-piperidyl]carbamate